N-[9-[(2R,3R,4S,5S)-5-[[bis(4-methoxyphenyl)-phenyl-methoxy]methyl]-3,4-dihydroxy-5-(triisopropylsilyloxymethyl)tetrahydrofuran-2-yl]purin-6-yl]benzamide COC1=CC=C(C=C1)C(OC[C@@]1([C@H]([C@H]([C@@H](O1)N1C2=NC=NC(=C2N=C1)NC(C1=CC=CC=C1)=O)O)O)CO[Si](C(C)C)(C(C)C)C(C)C)(C1=CC=CC=C1)C1=CC=C(C=C1)OC